N-(2-(2-((tert-butyldimethylsilyl)oxy)ethoxy)-4-(1-isopropyl-4-(trifluoromethyl)-1H-imidazol-2-yl)benzyl)-2-chloro-5-methylpyrimidin-4-amine [Si](C)(C)(C(C)(C)C)OCCOC1=C(CNC2=NC(=NC=C2C)Cl)C=CC(=C1)C=1N(C=C(N1)C(F)(F)F)C(C)C